ethyl 2-(N,5-dimethyl-1H-indazole-7-sulfonamido)acetate CN(S(=O)(=O)C=1C=C(C=C2C=NNC12)C)CC(=O)OCC